FC=1C=C(C=C(C1)F)C1=CC=CC(=N1)C[C@@H]1N(CC([C@@H]1NS(=O)(=O)CC)(F)F)C(C(C)C)=O |r| rac-N-[(2S,3R)-2-{[6-(3,5-difluorophenyl)pyridin-2-yl]methyl}-4,4-difluoro-1-(2-methylpropanoyl)pyrrolidin-3-yl]ethanesulfonamide